C(=O)C1=C(OC(C(=O)O)CCCC)C=CC=C1 2-(2-formylphenoxy)caproic acid